7-chloro-3-(((5,5-dimethyl-4,5-dihydro-1H-imidazol-2-yl)thio)methyl)-5H-thiazolo[2,3-b]quinazoline ClC=1C=C2CN3C(=NC2=CC1)SC=C3CSC=3NC(CN3)(C)C